C(C)N(C=1C=C2CN(C(C2=CC1)=O)C1C(NC(CC1)=O)=O)[C@@H]1[C@@H](CCC1)NCC 3-(5-(ethyl-((1S,2R)-2-(ethylamino)cyclopentyl)amino)-1-oxoisoindolin-2-yl)piperidine-2,6-dione